3-methoxybenzyl-amine COC=1C=C(CN)C=CC1